N1CC(CCC1)O hexahydropyridin-3-ol